FC1=CC(=C(C=C1C=1C=NC(=NC1)N1CCOCC1)NC(=O)C1=CNC(C=C1C(F)(F)F)=O)N1C[C@@H](CC1)N(CC(F)(F)F)C |r| N-[4-fluoro-5-(2-morpholin-4-ylpyrimidin-5-yl)-2-[rac-(3R)-3-[methyl(2,2,2-trifluoroethyl)amino]pyrrolidin-1-yl]phenyl]-6-oxo-4-(trifluoromethyl)-1H-pyridine-3-carboxamide